2-[(E)-(2-hydroxyphenyl)iminomethyl]-phenol OC1=C(C=CC=C1)\N=C\C1=C(C=CC=C1)O